FC(C1=CC=C(COC=2C=C3C(=CNC3=CC2)NC(=O)C2CC23CC3)C=C1)(F)F N-(5-((4-(trifluoromethyl)benzyl)oxy)-1H-indol-3-yl)spiro[2.2]pentane-1-carboxamide